1,2,3,4,5-naphthalenepentacarboxylic acid C1(=C(C(=C(C=2C(=CC=CC12)C(=O)O)C(=O)O)C(=O)O)C(=O)O)C(=O)O